NCC(C(=O)N1CCN(CC1)C(C1=C(C=C(C=C1)NC=1C=2N(C=CN1)C(=CN2)C2=CC(=C(C=C2)OC)F)Cl)=O)O 3-amino-1-[4-[2-chloro-4-[[3-(3-fluoro-4-methoxyphenyl)imidazo[1,2-a]pyrazin-8-yl]amino]benzoyl]piperazin-1-yl]-2-hydroxypropan-1-one